6'-(4-(9H-carbazol-9-yl)phenyl)-4,4''-di(9H-carbazol-9-yl)-5'-(4-(3-methyl-9H-carbazol-9-yl)phenyl)-4'-(pyridin-4-yl)-[1,1':2',1''-terphenyl]-3'-carbonitrile C1=CC=CC=2C3=CC=CC=C3N(C12)C1=CC=C(C=C1)C1=C(C(=C(C(=C1C1=CC=C(C=C1)N1C2=CC=CC=C2C=2C=CC=CC12)C1=CC=C(C=C1)N1C2=CC=CC=C2C=2C=CC=CC12)C#N)C1=CC=NC=C1)C1=CC=C(C=C1)N1C2=CC=CC=C2C=2C=C(C=CC12)C